C(CCCCCCCCC)(=O)OCCCCCCCCCC decanyl decanoate